4-BORONO-L-PHENYLALANINE B(O)(O)C1=CC=C(C[C@H](N)C(=O)O)C=C1